(R)-N-(5-(5-ethyl-1,2,4-oxadiazol-3-yl)-2,3-dihydro-1H-inden-1-yl)-1,3-dimethyl-1H-pyrazole-4-carboxamide C(C)C1=NC(=NO1)C=1C=C2CC[C@H](C2=CC1)NC(=O)C=1C(=NN(C1)C)C